N-[4-(3-Cyanophenyl)-5-(2,6-dimethyl-1-oxido-pyridin-1-ium-4-yl)thiazol-2-yl]-2-oxa-6-azaspiro[3.3]heptane-6-carboxamide C(#N)C=1C=C(C=CC1)C=1N=C(SC1C1=CC(=[N+](C(=C1)C)[O-])C)NC(=O)N1CC2(COC2)C1